tert-butyl N-{3-[benzyl({8-[(tert-butoxycarbonyl)amino]octyl})amino]propyl}carbamate C(C1=CC=CC=C1)N(CCCNC(OC(C)(C)C)=O)CCCCCCCCNC(=O)OC(C)(C)C